sodium (2R,3R,4S,5R)-6-((3-(dibutylamino) propyl)amino)-2,3,4,5-tetrahydroxy-6-oxohexyl sulfate S(=O)(=O)(OC[C@H]([C@H]([C@@H]([C@H](C(=O)NCCCN(CCCC)CCCC)O)O)O)O)[O-].[Na+]